5-(1'-((3-ethyl-2,4-dioxo-1,2,3,4-tetrahydroquinazolin-7-yl)methyl)-[1,3'-biazetidin]-3-yl)-N-methylpicolinamide C(C)N1C(NC2=CC(=CC=C2C1=O)CN1CC(C1)N1CC(C1)C=1C=CC(=NC1)C(=O)NC)=O